4-nitrophenyl 3-cyanocyclopentanecarboxylate C(#N)C1CC(CC1)C(=O)OC1=CC=C(C=C1)[N+](=O)[O-]